C[O-].C[O-].C[O-].[Eu+3] europium (III) trimethoxide